C(C)[C@H]1[C@H](NC([C@H]1F)=O)COC1=C2C=C(C(=CC2=CC=C1)C(=O)N)OC 5-{[(2S,3S,4S)-3-ethyl-4-fluoro-5-oxopyrrolidin-2-yl]methoxy}-3-methoxynaphthalene-2-carboxamide